6-chloro-3-(2-methoxypyridin-4-yl)-5-((3aR,5s,6aS)-2-(tetrahydro-2H-pyran-3-yl)octahydrocyclopenta[c]pyrrol-5-yl)-1H-indazole ClC1=C(C=C2C(=NNC2=C1)C1=CC(=NC=C1)OC)C1C[C@@H]2[C@@H](CN(C2)C2COCCC2)C1